FC=1C=C(C=CC1C(NC)=O)NC1(CCC1)C(=O)O ((3-fluoro-4-(methylcarbamoyl)phenyl)amino)cyclobutanecarboxylic acid